FC1=CC(=C(OC=2N=NC(=C(C2C(=O)NC2=CC(=CC=C2)[S@](=O)(=N)C)C2=CC=CC=C2)C(F)(F)F)C=C1)C (S)-3-(4-fluoro-2-methylphenoxy)-N-(3-(S-methylsulfonimidoyl)phenyl)-5-phenyl-6-(trifluoromethyl)pyridazine-4-carboxamide